(R)-3-hydroxy-1-methyl-3-(3-(5-methyl-2-(5-tosyl-5H-pyrrolo[2,3-b]pyrazin-7-yl)thiazol-4-yl)phenyl)pyrrolidin-2-one O[C@@]1(C(N(CC1)C)=O)C1=CC(=CC=C1)C=1N=C(SC1C)C1=CN(C2=NC=CN=C21)S(=O)(=O)C2=CC=C(C)C=C2